1-methyl-5-phenyl-7-(trifluoromethyl)-1,5-dihydro-4H-imidazo[4,5-c][1,8]naphthyridine CN1C=NC=2CN(C=3N=C(C=CC3C21)C(F)(F)F)C2=CC=CC=C2